4-(6-hydroxyhexyloxy)benzoic acid OCCCCCCOC1=CC=C(C(=O)O)C=C1